[C@@H]12CNC[C@@H](CC1)C2CC(=O)O 2-((1R,5S,8r)-3-azabicyclo[3.2.1]oct-8-yl)acetic acid